Methyl 4-(11-amino-3-cyclopropyl-4-hydroxy-5,6-dihydroisoxazolo[4'',3'':6',7']cyclohepta[1',2':4,5]pyrrolo[2,3-d]pyrimidin-7(4H)-yl)benzoate 2,2,2-trifluoroacetate FC(C(=O)O)(F)F.NC=1C2=C(N=CN1)N(C1=C2C=2C(C(CC1)O)=C(ON2)C2CC2)C2=CC=C(C(=O)OC)C=C2